2-((2S)-4-(7-(8-chloro-3,4-dihydroquinolin-1(2H)-yl)-2-(3-(dimethylamino)azetidin-1-yl)-5,6,7,8-tetrahydroquinazolin-4-yl)piperazin-2-yl)acetonitrile ClC=1C=CC=C2CCCN(C12)C1CCC=2C(=NC(=NC2C1)N1CC(C1)N(C)C)N1C[C@@H](NCC1)CC#N